(7-chloro-8-fluoro-2-((hexahydro-1H-pyrrolizin-7a-yl)methoxy)pyrido[4,3-d]pyrimidin-4-yl)-N,N-dimethyl-5,6,7,8-tetrahydro-4H-pyrazolo[1,5-a][1,4]diazepine-2-carboxamide ClC1=C(C=2N=C(N=C(C2C=N1)C=1C(=NN2C1CNCCC2)C(=O)N(C)C)OCC21CCCN1CCC2)F